C(C)C=1C(=CC=C2C=C(C=C(C12)C1=C(C=2N=CN=CC2C=N1)F)OCOC)F 7-[8-ethyl-7-fluoro-3-(methoxymethoxy)-1-naphthyl]-8-fluoro-pyrido[4,3-d]pyrimidine